ClC1=C(C=C(OCC(=O)N[C@H]2CC[C@@H](N(C2)C(=O)OC(C)(C)C)C(NCC2=NC=C(C=C2)Cl)=O)C=C1)F tert-butyl (2R,5S)-5-[2-(4-chloro-3-fluorophenoxy)acetamido]-2-{[(5-chloropyridin-2-yl)methyl]carbamoyl}piperidine-1-carboxylate